4-((2-(((5-fluoro-3-methylpyridin-2-yl)(3-methylbicyclo[3.1.0]hexan-3-yl)methyl)amino)-3,4-dioxocyclobut-1-en-1-yl)amino)-3-hydroxy-N,N-dimethylpicolinamide FC=1C=C(C(=NC1)C(C1(CC2CC2C1)C)NC1=C(C(C1=O)=O)NC1=C(C(=NC=C1)C(=O)N(C)C)O)C